OCC(=O)O oxylacetic acid